4-bromo-2-(4-(((tert-butoxycarbonyl)amino)methyl)piperidin-1-yl)benzoic acid BrC1=CC(=C(C(=O)O)C=C1)N1CCC(CC1)CNC(=O)OC(C)(C)C